propenyl-ammonia C(=CC)N